C1(CC1)N(C(=O)N1[C@H]2[C@H](N(C[C@@H]1CC2)C(N(C2=CC=CC=C2)C2=CC=CC=C2)=O)C(=O)O)CC2=CSC=C2 (1R,2S,5S)-8-(cyclopropyl(thiophene-3-yl-methyl)carbamoyl)-3-(diphenylcarbamoyl)-3,8-diazabicyclo[3.2.1]octane-2-carboxylic acid